Cl.Cl.FC(C=1C=CC2=C(N(C=N2)CCC[C@H]2NCCC[C@@H]2O)C1)(F)F (2R,3S)-2-(3-(6-(trifluoromethyl)-1H-benzo[d]imidazol-1-yl)propyl)piperidin-3-ol dihydrochloride